tert-butyl N-ethyl-N-(pyrrolidin-3-yl)carbamate C(C)N(C(OC(C)(C)C)=O)C1CNCC1